BrC1=CC=CC=2N(C=NC21)S(=O)(=O)C2=CC=C(C)C=C2 4-bromo-1-(p-toluenesulfonyl)-1H-benzo[d]Imidazole